5-chloro-N-(1-methyl-1H-pyrazol-4-yl)-4-(4-nitrophenyl)pyrimidin-2-amine ClC=1C(=NC(=NC1)NC=1C=NN(C1)C)C1=CC=C(C=C1)[N+](=O)[O-]